N2-((R)-1-cyclopropylethyl)-N4-(tetrahydrofuran-3-yl)-6-(6-(trifluoromethyl)pyridin-2-yl)-1,3,5-triazine-2,4-diamine C1(CC1)[C@@H](C)NC1=NC(=NC(=N1)NC1COCC1)C1=NC(=CC=C1)C(F)(F)F